METHYL-CYCLOHEXANE CC1CCCCC1